3-(2-(5-(4-methoxybenzylidene)-3-phenyl-4-oxothiazolidin-2-ylidene)hydrazono)-5-chloro-1H-indol-2-one COC1=CC=C(C=C2C(N(C(S2)=NN=C2C(NC3=CC=C(C=C23)Cl)=O)C2=CC=CC=C2)=O)C=C1